O1CCC(CC1)N1CC2=NC(=C(C=C2C1=O)CC1=CC=C(C=C1)C=1N=C(OC1)C)C 6-(tetrahydropyran-4-yl)-2-methyl-3-[4-(2-methyl-Oxazol-4-yl)-benzyl]-6,7-dihydropyrrolo[3,4-b]Pyridin-5-one